NC1=CC=C2C(=N1)CC1(CCNCC1)[C@@H]2NS(=O)C(C)(C)C N-((S)-2-amino-5,7-dihydrospiro[cyclopenta[b]pyridin-6,4'-piperidin]-5-yl)-2-methylpropane-2-sulfinamide